tert-butyl (S)-2-(4-((4-(trifluoromethyl)piperidin-1-yl)methyl)piperidin-1-carbonyl)pyrrolidine-1-carboxylate FC(C1CCN(CC1)CC1CCN(CC1)C(=O)[C@H]1N(CCC1)C(=O)OC(C)(C)C)(F)F